CC(CNC1=NC(=NC(=N1)C1=NC(=CC=C1)C(F)(F)F)NC=1C=NC=C(C1)C(F)(F)F)(C)O 2-methyl-1-(4-(6-(trifluoromethyl)pyridin-2-yl)-6-(5-(trifluoromethyl)pyridin-3-ylamino)-1,3,5-triazin-2-ylamino)propan-2-ol